C(C)(C)(C)C=1C=C(C(=C(C1)C(C(=O)O)N1C[C@@H](CC1)OCCCCCC1=NC=2NCCCC2C=C1)OC)F 2-(5-(tert-butyl)-3-fluoro-2-methoxyphenyl)-2-((R)-3-((5-(5,6,7,8-tetrahydro-1,8-naphthyridin-2-yl)pentyl)oxy)pyrrolidin-1-yl)acetic acid